C(C)C(C)[NH+]1C=NC(C1)CC 1,4-diethyl-ethylimidazolinium